2-(4-(2-acetyl-5-chlorophenyl)-3-methoxy-6-oxopyridazin-1(6H)-yl)-3-(4-bromophenyl)propanoic acid C(C)(=O)C1=C(C=C(C=C1)Cl)C=1C(=NN(C(C1)=O)C(C(=O)O)CC1=CC=C(C=C1)Br)OC